(5R)-2-[1-(Difluoromethyl)pyrazol-4-yl]-N-[(3S)-9-fluoro-2-oxo-5-phenyl-1,3-dihydro-1,4-benzodiazepin-3-yl]-5-methyl-6,7-dihydro-5H-pyrazolo[5,1-b][1,3]oxazine-3-carboxamide FC(N1N=CC(=C1)C1=NN2C(O[C@@H](CC2)C)=C1C(=O)N[C@@H]1C(NC2=C(C(=N1)C1=CC=CC=C1)C=CC=C2F)=O)F